C(CCCCC(=O)[O-])(=O)OC(CCCCCCCCC)CC(COC(CC(CCCCC)CCCCC)=O)(COC(CC(CCCCC)CCCCC)=O)CO 2-(hydroxymethyl)-3-[(3-pentyloctanoyl)oxy]-2-{[(3-pentyloctanoyl)oxy]methyl}propyldecyl hexanedioate